C(C)(=O)N1CC=2N(CC1)C(=NC2C=2C=CC=C1C=C(N=CC21)C=2C=CC(=NC2)C(=O)N[C@@H](C)\C=C\C2=C1CN(C(C1=CC=C2)=O)C2C(NC(CC2)=O)=O)CC 5-(8-(7-Acetyl-3-ethyl-5,6,7,8-tetrahydroimidazo[1,5-a]pyrazin-1-yl)isoquinolin-3-yl)-N-((2S,E)-4-(2-(2,6-dioxopiperidin-3-yl)-1-oxoisoindolin-4-yl)but-3-en-2-yl)picolinamide